3-Bromo-2-(4-chlorophenyl)-7-methylimidazo[1,2-a]pyridine BrC1=C(N=C2N1C=CC(=C2)C)C2=CC=C(C=C2)Cl